ClC1=NN=C(C2=CC(=C(C=C12)C1=C(C=CC=C1O)F)Cl)N1CCN(CC1)C(C=C)=O 1-(4-(4,7-dichloro-6-(2-fluoro-6-hydroxyphenyl)-1-phthalazinyl)-1-piperazinyl)-2-propen-1-one